1-(2-trifluoromethylbenzyl)-1H-1,2,3-triazole FC(C1=C(CN2N=NC=C2)C=CC=C1)(F)F